BrC1=C(OC(=C1)C(F)(F)F)NC(=O)OCC[Si](C)(C)C 3-bromo-5-trifluoromethyl-2-{2-(trimethylsilyl)ethoxycarbonyl}aminofuran